NC1=C(C2=CN(N=C2C(=C1)Br)C)C(=O)O 5-amino-7-bromo-2-methyl-indazole-4-carboxylic acid